OC1=CC=C(C2=C(C3=CC=CC=C3C(=C12)O)O)O 1,4,9,10-tetrahydroxy-anthracene